2,5-dimethyl-1,4-benzenedisulfonic acid CC1=C(C=C(C(=C1)S(=O)(=O)O)C)S(=O)(=O)O